NC1=NC=C2NC(=NC2=N1)C1=C(C(=C(N1)C)C(C)=O)C1=CC=CC=C1 1-[5-(2-amino-7H-purin-8-yl)-2-methyl-4-phenyl-1H-pyrrol-3-yl]Ethan-1-one